(S)-1-((2-((S)-Amino(4,4-difluorocyclohexyl)methyl)imidazo[1,2-b]pyridazin-7-yl)methyl)-4-methyl-4-(trifluoromethyl)imidazolidin-2-one N[C@H](C=1N=C2N(N=CC(=C2)CN2C(N[C@@](C2)(C(F)(F)F)C)=O)C1)C1CCC(CC1)(F)F